S(=O)(=O)(C1=CC=C(C)C=C1)N1CC2OC2CC1 (±)-3-Tosyl-7-oxa-3-azabicyclo[4.1.0]heptane